N1(N=NC2=C1C=CC=C2)CC(=O)N(C2=CC(=C(C=C2)C2=CN=CO2)OC)CC2=CC(=C(C=C2)O)OC 2-(1H-benzo[d][1,2,3]triazol-1-yl)-N-(4-hydroxy-3-methoxybenzyl)-N-(3-methoxy-4-(oxazol-5-yl)phenyl)acetamide